(R)-(-)-4-benzyl-3-propionyl-2-oxazolidinone CCC(=O)N1[C@@H](COC1=O)CC2=CC=CC=C2